3-[[2-(4-methoxy-phenyl)imidazo[1,2-a]pyrazin-3-yl]amino]benzamide COC1=CC=C(C=C1)C=1N=C2N(C=CN=C2)C1NC=1C=C(C(=O)N)C=CC1